BrC1=C(C=NN(C1=O)C)N[C@H]1CN(C[C@H](C1)C1=CC=CC=C1)C(=O)OC(C)(C)C tert-butyl (3R,5R)-3-[(5-bromo-1-methyl-6-oxopyridazin-4-yl)amino]-5-phenylpiperidine-1-carboxylate